(S)-8-(2-fluoro-5-hydroxy-3-(trifluoromethyl)phenyl)-1,3,4,12a-tetrahydrobenzo[e]pyrazino[1,2-a][1,4]diazepine-6,12(2H,11H)-dione 2,2,2-trifluoroacetate FC(C(=O)O)(F)F.FC1=C(C=C(C=C1C(F)(F)F)O)C1=CC2=C(NC([C@H]3N(C2=O)CCNC3)=O)C=C1